P(=O)(OC1CCC(CC1)NC1=NC=C2N=C(N(C2=N1)[C@@H]1COCC1)NC1=C(C=C(C=C1F)F)F)(O)O [4-[[9-[(3S)-tetrahydrofuran-3-yl]-8-(2,4,6-trifluoroanilino)purin-2-yl] amino] cyclohexyl] dihydrogen phosphate